S1C2=C(C=C1C=CC(=O)N1C(OCC1C(C)C)=O)C=CC=C2 3-(3-(benzo[b]thiophen-2-yl)propenoyl)-4-isopropyloxazolidin-2-one